2-[3-[[6-(Cyclopropanecarboxamido)-3-(trideuteromethylcarbamoyl)pyridazin-4-yl]amino]-2-methoxy-phenyl]-4,6-Dihydropyrrolo[3,4-d]oxazole-5-carboxylate C1(CC1)C(=O)NC1=CC(=C(N=N1)C(NC([2H])([2H])[2H])=O)NC=1C(=C(C=CC1)C=1OC2=C(N1)CN(C2)C(=O)[O-])OC